C1(=CC=C(C=C1)OC(CCCCCCCCCCC)=O)C1=CC=C(C=C1)[2H] [1,1'-biphenyl]-4-yl-4'-d-dodecanoate